CN(CCNC(OC1=CC=C(C=C1)C1=C(C=C2C(=N1)N(N=C2NC(C2=CN=CC=C2)=O)CCCC2CC2)Cl)=O)C 4-(5-chloro-1-(3-cyclopropylpropyl)-3-(nicotinamido)-1H-pyrazolo[3,4-b]pyridin-6-yl)phenyl (2-(dimethylamino)ethyl)carbamate